ClC1=NC=C(C(=C1)C1=C(C=NC(=C1)C)C(=O)NC=1SC2=C(N1)CN(C2)C(=O)C2CC(C2)(C(F)(F)F)O)OC 2'-chloro-N-(5-(3-hydroxy-3-(trifluoromethyl)cyclobutane-1-carbonyl)-5,6-dihydro-4H-pyrrolo[3,4-d]thiazol-2-yl)-5'-methoxy-6-methyl-[4,4'-bipyridine]-3-carboxamide